(R)-(7-Bromo-8-chloro-4-((1-(3-(difluoromethyl)-2-fluorophenyl)ethyl)amino)-2-methylquinazoline-6-yl)dimethylphosphine oxide BrC1=C(C=C2C(=NC(=NC2=C1Cl)C)N[C@H](C)C1=C(C(=CC=C1)C(F)F)F)P(C)(C)=O